methyl 2-(bromomethyl)-5-cyano-3-fluorobenzoate BrCC1=C(C(=O)OC)C=C(C=C1F)C#N